perfluoroiodobutane FC(C(C(C(F)(F)F)(F)F)(F)F)(I)F